4-(6-methoxynaphthalen-2-yl)-2,6-dimethyl-1-(methyl(((5-((3aR,4R,6aS)-2-oxohexahydro-1H-thieno[3,4-d]imidazol-4-yl)pentyl)oxy)carbonyl)amino)pyridin-1-ium tetrafluoroborate F[B-](F)(F)F.COC=1C=C2C=CC(=CC2=CC1)C1=CC(=[N+](C(=C1)C)N(C(=O)OCCCCC[C@H]1SC[C@H]2NC(N[C@H]21)=O)C)C